(E)-1,4-Dimethoxybut-2-ene COC\C=C\COC